N-(2-(dimethylamino)ethyl)acrylamide CN(CCNC(C=C)=O)C